CC1(C(CC2=CC=CC=C12)NC1=CC=C(C=C1)[C@@H](C(F)(F)F)N(C(CCC(=O)OCC)=O)C)C Ethyl 4-(((1S)-1-(4-((1,1-dimethyl-2,3-dihydro-1H-inden-2-yl)amino)phenyl)-2,2,2-trifluoroethyl)(methyl)amino)-4-oxobutanoate